N-[3-chloro-4-[4-(piperidine-4-carbonyl)piperazine-1-carbonyl]phenyl]-5-[4-(dimethylamino)-2,3-difluoro-phenyl]-1-methyl-imidazole-2-carboxamide formate C(=O)O.ClC=1C=C(C=CC1C(=O)N1CCN(CC1)C(=O)C1CCNCC1)NC(=O)C=1N(C(=CN1)C1=C(C(=C(C=C1)N(C)C)F)F)C